CC1C(CCC1)N1C(C2(C3=C1N=C(N=C3)SC)CC2)=O 7'-(2-Methylcyclopentyl)-2'-(methylsulfanyl)spiro[cyclopropane-1,5'-pyrrolo[2,3-d]pyrimidin]-6'-one